Tin-bismuth-silver [Ag].[Bi].[Sn]